cinnamaldehyde p-chlorocinnamyl oxime ClC1=CC=C(C=CCON=CC=CC2=CC=CC=C2)C=C1